COC1=NSC(=N1)NC(=O)N1CCC2(CC1)CCC(CC2)N(C=2C1=C(N=CN2)NC=C1)C N-(3-Methoxy-1,2,4-thiadiazol-5-yl)-9-(methyl(7H-pyrrolo[2,3-d]pyrimidin-4-yl)amino)-3-azaspiro[5.5]undecan-3-carboxamid